C(C)C(CN1C(=C(C(C(=C1)O)=O)O)C=O)CCCC N-(2-ethylhexyl)-2-formyl-3,5-dihydroxypyridin-4-one